4,4'-thiobis(1,3-dihydroxybenzene) S(C1=C(C=C(C=C1)O)O)C1=C(C=C(C=C1)O)O